BrC=1C=C2C=CC(=NC2=CC1)OCCNC(OC(C)(C)C)=O tert-butyl (2-((6-bromoquinolin-2-yl)oxy)ethyl)carbamate